ClC1=C2N=C(N(C2=NC(=N1)C#CC1=CC=CC=C1)[C@@H]1OCC[C@H]1O)C=1OC=CC1 (2R,3R)-2-(6-chloro-8-(furan-2-yl)-2-(phenylethynyl)-9H-purin-9-yl)tetrahydrofuran-3-ol